FC1=C(C=CC(=C1)F)C1=CC=NO1 5-(2,4-difluoro-phenyl)isoxazole